CC1=NN(C(=C1[N+](=O)[O-])C)CC=1C=C(C=CC1OC)\C=C/C(=O)C1=C(C=CC=C1)O (Z)-3-[3-[(3,5-Dimethyl-4-nitropyrazol-1-yl)methyl]-4-methoxyphenyl]-1-(2-hydroxyphenyl)prop-2-en-1-one